C(C=C)(=O)N1[C@H](CN(C[C@H]1C)C1=NC(N2C3=C(C(=C(C=C13)C(F)(F)F)C1=CC(=C(C=C1)F)Cl)SC[C@@H](C2)OCCOC)=O)C (R)-8-((3S,5R)-4-acryloyl-3,5-dimethylpiperazin-1-yl)-11-(3-chloro-4-fluorophenyl)-3-(2-methoxyethoxy)-10-(trifluoromethyl)-3,4-dihydro-2H,6H-[1,4]thiazepino[2,3,4-ij]quinazolin-6-one